3-(4-chlorophenyl)-5-(heptafluoropropyl)isoxazole methyl-(E)-2-(benzyloxy)-5-(2-(tert-butylimino)acetyl)benzoate COC(C1=C(C=CC(=C1)C(/C=N/C(C)(C)C)=O)OCC1=CC=CC=C1)=O.ClC1=CC=C(C=C1)C1=NOC(=C1)C(C(C(F)(F)F)(F)F)(F)F